1-{[rel-(2R,3S)-3-(2-chlorophenyl)-2-(2,4-difluorophenyl)oxirane-2-yl]methyl}-1H-1,2,4-triazol-5-yl thiocyanate ClC1=C(C=CC=C1)[C@H]1[C@@](O1)(C1=C(C=C(C=C1)F)F)CN1N=CN=C1SC#N |o1:7,8|